C(C)OC(=O)C1(C(CC(CC1)=O)CC)COC Ethyl-1-(methoxymethyl)-4-oxocyclohexanecarboxylic acid ethyl ester